[SiH2]([SiH3])Br disilanyl bromide